C(C)OCC=1N(C2=C(C(=NC=3C=CC=CC23)N)N1)CCCOC 2-ethoxymethyl-1-(3-methoxypropyl)-1H-imidazo[4,5-c]quinolin-4-amine